adamantan diisocyanate [N-]=C=O.[N-]=C=O.C12CC3CC(CC(C1)C3)C2